Cl.ClC1=C(NC2=CC(=C(C=C12)C)OCC=1N=CSC1)CN (3-chloro-5-methyl-6-(thiazol-4-ylmethoxy)-1H-indol-2-yl)methanamine hydrochloride